OC=1[C@H](OC(C1O)=O)[C@H](CO)O Anti-vitamin C